COC=1N=C2C(=CC=NC2=CC1OC)OC1=C(C=C(C=C1)NC(=O)C=1C(N(C(=CC1)C)C1=NC(=C(C=C1)F)C)=O)F N-[4-[(6,7-dimethoxy-1,5-naphthyridin-4-yl)oxy]-3-fluorophenyl]-1-(5-fluoro-6-methylpyridin-2-yl)-6-methyl-2-oxopyridine-3-carboxamide